[Si](C)(C)(C(C)(C)C)OC[C@H](C)N(C(OCC1=CC=CC=C1)=O)CC(=C)C Benzyl (S)-(1-((tert-butyldimethylsilyl)oxy)propan-2-yl)(2-methylallyl)carbamate